O=C1NC(CCC1N1C(C2=CC=CC(=C2C1)C#CCCCN1CCN(CC1)C1=CC=C(N=N1)C(=O)N1CCC(CC1)CCCCNC(\C=C\C=1C=NC=CC1)=O)=O)=O (E)-N-(4-(1-(6-(4-(5-(2-(2,6-dioxopiperidin-3-yl)-1-oxoisoindolin-4-yl)pent-4-yn-1-yl)piperazin-1-yl)pyridazine-3-carbonyl)piperidin-4-yl)butyl)-3-(pyridin-3-yl)acrylamide